3-(((7-(2-Aminopyrimidin-4-yl)-2,3-dihydrofuro[3,2-c]pyridin-4-yl)amino)methyl)-N-((1R,5S,6r)-3-oxabicyclo[3.1.0]hexan-6-yl)benzamide NC1=NC=CC(=N1)C=1C2=C(C(=NC1)NCC=1C=C(C(=O)NC3[C@H]4COC[C@@H]34)C=CC1)CCO2